FC(S(=O)(=O)OC1=CCC(CC1)CO[Si](C)(C)C(C)(C)C)(F)F [4-[[tert-butyl (dimethyl) silyl] oxymethyl] cyclohexen-1-yl] trifluoromethanesulfonate